ClC1=CC=C2C(=CNC2=C1)S(=O)(=O)NC=1C(=NC(=NC1)OCCF)OC 6-chloro-N-(2-(2-fluoroethoxy)-4-methoxypyrimidin-5-yl)-1H-indole-3-sulfonamide